2-[2-[(3-cyano-2-pyridyl)sulfanyl]-1-ethyl-nonyl]propanedinitrile C(#N)C=1C(=NC=CC1)SC(C(CC)C(C#N)C#N)CCCCCCC